(E)-1-(thiophen-2-yl)-3-(trimethylsilyl)prop-2-en-1-one S1C(=CC=C1)C(\C=C\[Si](C)(C)C)=O